(1R,4R)-4-(2-(((R)-2-(3-fluorophenyl)-2-hydroxyethyl)amino)-2-methylpropyl)cyclohexane-1-carboxylic acid methyl ester COC(=O)C1CCC(CC1)CC(C)(C)NC[C@H](O)C1=CC(=CC=C1)F